ClC1=CC=C(C=C1)[C@@]12OC3=C([C@@]1([C@H](C[C@@H]2C2=CC(=CC=C2)F)NC(N(C)C)=O)O)C(=CC(=C3)OC)OC 3-((1S,3R,3aR,8bS)-3a-(4-chlorophenyl)-3-(3-fluorophenyl)-8b-hydroxy-6,8-dimethoxy-2,3,3a,8b-tetrahydro-1H-cyclopenta[b]benzofuran-1-yl)-1,1-dimethylurea